F[C@@H]1[C@H]2CC[C@@H](C[C@@H]1OC1=CC=C(N=N1)C1=C(C=C(C=C1)C=1SC=NN1)O)N2 2-(6-(((1r,2r,3s,5s)-2-fluoro-8-azabicyclo[3.2.1]oct-3-yl)oxy)pyridazin-3-yl)-5-(1,3,4-thiadiazol-2-yl)phenol